N-octadecyl-8-phenyl-7-methoxy-furo[3,2-h]quinolin-6-one C(CCCCCCCCCCCCCCCCC)N1C(=C(C(C=2C=CC3=C(C12)OC=C3)=O)OC)C3=CC=CC=C3